ClC1=C(OC2=C(C=C(C=C2)NC(CC2=C(C=CC=C2)Cl)=O)S(N)(=O)=O)C=CC=C1 N-[4-(2-chlorophenoxy)-3-sulfamoylphenyl]-2-(2-chlorophenyl)acetamide